FC(C(=O)O)(F)F.C(C1=CC=CC=C1)NC1=C2C(=NC(=C1)Cl)C(=CS2)Cl N-benzyl-3,5-dichlorothieno[3,2-b]pyridin-7-amine trifluoroacetate